N-((5-nitro-2H,4H-spiro[benzo[b][1,4]oxazine-3,1'-Cyclopropan]-7-yl)sulfonyl)benzamide [N+](=O)([O-])C1=CC(=CC=2OCC3(CC3)NC21)S(=O)(=O)NC(C2=CC=CC=C2)=O